2-methoxyethyl (1S,2R,5R)-3-((5-(4-fluorophenoxy) pyridin-2-yl) sulfonyl)-2-(((tetrahydro-2H-pyran-2-yl) oxy) carbamoyl)-3,8-diazabicyclo[3.2.1]octane-8-carboxylate FC1=CC=C(OC=2C=CC(=NC2)S(=O)(=O)N2[C@H]([C@@H]3CC[C@H](C2)N3C(=O)OCCOC)C(NOC3OCCCC3)=O)C=C1